4-bromo-1,3-dimethyl-1H-pyrazole-5-carboxamide BrC=1C(=NN(C1C(=O)N)C)C